8-Hydroxy-tetracosanoic acid OC(CCCCCCC(=O)O)CCCCCCCCCCCCCCCC